(E)-1-[4-[2-(2,4-Difluorophenyl)-2-hydroxy-3-(1,2,4-triazol-1-yl)propoxy]phenyl]-3-(4-methylphenyl)prop-2-en-1-one FC1=C(C=CC(=C1)F)C(COC1=CC=C(C=C1)C(\C=C\C1=CC=C(C=C1)C)=O)(CN1N=CN=C1)O